C12CCC(C=C1)C2 5-norbornen